ClC=1C=C2C(=CNC2=CC1)CCNC=O N-[2-(5-chloro-1H-indol-3-yl)ethyl]formamide